ClC=1C=CC(=C(C1)C=1C=C(C=2OCCNC2N1)NC1=CC(=NC=C1)NC(CCN(C)C)=O)F N-(4-{[6-(5-chloro-2-fluoro-phenyl)-2H,3H,4H-pyrido[3,2-b][1,4]oxazin-8-yl]amino}pyridin-2-yl)-3-(dimethylamino)-propanamide